7,8-dihydro-2-(4-acetylbenzyl)-3-(4-fluorophenylamino)-5,7,7-trimethyl-[2H]-imidazo-[1,2-a]pyrazolo[4,3-e]pyrimidin-4(5H)-one C(C)(=O)C1=CC=C(CN2N=C3C(C(N(C=4N3CC(N4)(C)C)C)=O)=C2NC2=CC=C(C=C2)F)C=C1